NC1=C(N=CC(=N1)N1CCC2(CC=C(C2N)C2CC2)CC1)SC1=C(C(=NC=C1)N)Cl 8-(6-amino-5-((2-amino-3-chloropyridine-4-yl)thio)pyrazin-2-yl)-2-cyclopropyl-8-azaspiro[4.5]dec-2-ene-1-amine